2-(2,4-difluorophenyl)-5-(trifluoromethyl)pyridine iridium dichloride [Ir](Cl)Cl.FC1=C(C=CC(=C1)F)C1=NC=C(C=C1)C(F)(F)F